BrC=1C=C(C=CC1)C1=NC2=C(N1C=1C=CC=3N(C4=CC=CC=C4C3C1)C1=CC=CC=C1)C=CC=C2 3-(2-(3-bromophenyl)-1H-benzimidazol-1-yl)-9-phenyl-9H-carbazole